C(#N)C=1C=C2C(=CN(C2=CC1)CC)C(C(=O)Cl)=O 2-(5-Cyano-1-ethyl-1H-indol-3-yl)-2-oxoacetyl chloride